ClC1=C(NC2=C(NC3=C2C(NCC3)=O)C3=C(C=NC=C3)OCC3OCC3)C=CC=C1C 3-(2-chloro-3-methylanilino)-2-{3-[(oxetan-2-yl)methoxy]pyridin-4-yl}-1,5,6,7-tetrahydro-4H-pyrrolo[3,2-c]pyridin-4-one